7,7-difluoro-10-(4-methoxybenzyl)-5,6,7,8-tetrahydro-9H-5,8-epiminobenzo[7]annulen-9-one FC1(CC2C3=C(C(C1N2CC2=CC=C(C=C2)OC)=O)C=CC=C3)F